trans-N1-(5-(3-chloroimidazo[1,2-a]pyrimidin-6-yl)pyrrolo[2,1-f][1,2,4]triazin-2-yl)-N4-methylcyclohexane-1,4-diamine ClC1=CN=C2N1C=C(C=N2)C=2C=CN1N=C(N=CC12)N[C@@H]1CC[C@H](CC1)NC